C(=O)O.OB1OCC2=C1C=C(C=C2)C=2C=C1C(=NN=C(C1=CC2)N)C 6-(1-hydroxy-3H-2,1-benzoxaborole-6-yl)-4-methylphthalazine-1-amine formate